(1S)-1-(2-methylpropyl)-6-(2H-1,2,3-triazol-2-yl)-2-[4-(trifluoromethyl)-1,3,5-triazin-2-yl]-2,3,4,9-tetrahydro-1H-pyrido[3,4-b]indole CC(C[C@@H]1N(CCC2=C1NC1=CC=C(C=C21)N2N=CC=N2)C2=NC=NC(=N2)C(F)(F)F)C